2-bromo-1-(pyrazin-2-yl)ethan-1-one BrCC(=O)C1=NC=CN=C1